N=1NN=NC1C1=CC=C(C=C1C1=CC=C(C=C1)CN1C(=NC(=C1C(=O)OCC=1OC(OC1C)=O)Cl)CCCC)C1=CC=CC=C1 (5-methyl-2-oxo-1,3-dioxol-4-yl)methyl 1-((6'-(2H-tetrazol-5-yl)-[1,1':3',1''-terphenyl]-4-yl)methyl)-2-butyl-4-chloro-1H-imidazole-5-carboxylate